2-(2,2-difluoroethyl)-N4-(3-(4-methoxyphenyl)isoxazol-5-yl)pyrimidine-2,4-diamine FC(CC1(NC=CC(=N1)NC1=CC(=NO1)C1=CC=C(C=C1)OC)N)F